5-(5-bromo-3-pyridinyl)-2-(3-chloro-4-fluoro-phenoxy)pyrimidine BrC=1C=C(C=NC1)C=1C=NC(=NC1)OC1=CC(=C(C=C1)F)Cl